3-(4-((7-((adamantan-1-yl)amino)heptyl)oxy)-1-oxoisoindolin-2-yl)piperidine-2,6-dione C12(CC3CC(CC(C1)C3)C2)NCCCCCCCOC2=C3CN(C(C3=CC=C2)=O)C2C(NC(CC2)=O)=O